5-[(4-Benzylpiperidin-1-yl)carbonyl]-2'-(4,5-dimethyl-1H-imidazol-2-yl)-3,4'-bipyridin C(C1=CC=CC=C1)C1CCN(CC1)C(=O)C=1C=C(C=NC1)C1=CC(=NC=C1)C=1NC(=C(N1)C)C